2-Methyl-4-oxo-3,4-dihydroquinazoline-6-sulfonyl chloride CC1=NC2=CC=C(C=C2C(N1)=O)S(=O)(=O)Cl